N-[2-amino-5-(4-fluorophenyl)phenyl]-4-[(6-chloro-3-pyridyl)sulfonyl]benzoyl-amide NC1=C(C=C(C=C1)C1=CC=C(C=C1)F)[N-]C(C1=CC=C(C=C1)S(=O)(=O)C=1C=NC(=CC1)Cl)=O